3-amino-6-(4-(isopropylsulfonyl)phenyl)-N-(4-((methylamino)methyl)benzyl)pyrazole-2-carboxamide NC=1N(N=CC1)C(=O)NCC1=CC=C(C=C1C1=CC=C(C=C1)S(=O)(=O)C(C)C)CNC